1,3-diphenylanthraquinone C1(=CC=CC=C1)C1=CC(=CC=2C(C3=CC=CC=C3C(C12)=O)=O)C1=CC=CC=C1